C=1OCC=C2C=CC=CC12 3H-isochromen